[4-methyl-3-(2-pyridyl)phenyl]-3,6-diazabicyclo[3.1.1]heptane-6-carboxamide trifluoroacetate FC(C(=O)O)(F)F.CC1=C(C=C(C=C1)C12CNCC(N1C(=O)N)C2)C2=NC=CC=C2